(1R,5S)-5-(5-bromo-2-fluorophenyl)-3-(tert-butoxycarbonyl)-3-azabicyclo[3.1.0]hexane-2-carboxylic acid BrC=1C=CC(=C(C1)[C@]12CN(C([C@@H]2C1)C(=O)O)C(=O)OC(C)(C)C)F